C(=O)(OC(C)(C)C)C1=CC=CC2=C1C(N(N=N2)OP(=O)(OCC)OCC)=O Boc-3-(Diethoxyphosphoryloxy)-1,2,3-benzotriazin-4(3H)-one